7-(piperidin-4-ylmethyl)-1,2,3,4-tetrahydro-1,8-naphthyridine hydrochloride Cl.N1CCC(CC1)CC1=CC=C2CCCNC2=N1